5-(4-Amino-7-methyl-7H-pyrrolo[2,3-d]pyrimidin-5-yl)-2-((4-methylpyrimidin-2-yl)oxy)benzonitrile NC=1C2=C(N=CN1)N(C=C2C=2C=CC(=C(C#N)C2)OC2=NC=CC(=N2)C)C